[NH4+].C(CS)(=O)O thioglycolic acid ammonium